tert-butyl 2-chloro-1H-imidazole-1-carboxylate ClC=1N(C=CN1)C(=O)OC(C)(C)C